3-(1-Oxo-5-(((S)-1-((2-((R)-tetrahydrofuran-3-yl)quinolin-6-yl)methyl)pyrrolidin-3-yl)oxy)isoindolin-2-yl)piperidine-2,6-dione O=C1N(CC2=CC(=CC=C12)O[C@@H]1CN(CC1)CC=1C=C2C=CC(=NC2=CC1)[C@@H]1COCC1)C1C(NC(CC1)=O)=O